tert-butyl (1-(1-(ethylsulfonamido)-3-(p-tolyl)propan-2-yl)-3-(4-methylbenzyl)-1,3-dihydro-2H-benzo[d]imidazol-2-ylidene)carbamate C(C)S(=O)(=O)NCC(CC1=CC=C(C=C1)C)N1C(N(C2=C1C=CC=C2)CC2=CC=C(C=C2)C)=NC(OC(C)(C)C)=O